C(C)OCCO[SiH](OCCOCC)OCCOCC 7-(2-ethoxyethoxy)-3,6,8,11-tetraoxa-7-silatridecane